C(C)(C)(C)OC(=O)NCC=1C=C(C=C(C1)F)C1=CC=C(C=C1)CC=1C(=C(SC1C)C)C(=O)NC1CC2(CC(C2)C(=O)O)C1 6-(4-((3'-(((tert-butoxycarbonyl)amino)methyl)-5'-fluoro-[1,1'-biphenyl]-4-yl)methyl)-2,5-dimethylthiophene-3-carboxamido)spiro[3.3]heptane-2-carboxylic acid